(S)-2-amino-3-(4-(pyridin-3-yloxy)phenyl)propanoic acid N[C@H](C(=O)O)CC1=CC=C(C=C1)OC=1C=NC=CC1